2'-chloro-5'-methoxy-N-(5-(4-methoxypyrazolo[1,5-a]pyridine-7-carbonyl)-5,6-dihydro-4H-pyrrolo[3,4-d]thiazol-2-yl)-6-methyl-[4,4'-bipyridine]-3-carboxamide ClC1=NC=C(C(=C1)C1=C(C=NC(=C1)C)C(=O)NC=1SC2=C(N1)CN(C2)C(=O)C2=CC=C(C=1N2N=CC1)OC)OC